CN1CCN(CC1)CC1=CC(=CC(=C1)C(F)(F)F)[N+](=O)[O-] 1-methyl-4-(3-nitro-5-(trifluoromethyl)benzyl)piperazine